FC([C@@H](OC1=NN(C2=NN=C(C=C21)C=2C(NC(NC2)=O)=O)C)C=2C=NC=C(C2)OCC(F)(F)F)F 5-[3-[(1S)-2,2-difluoro-1-[5-(2,2,2-trifluoroethoxy)-3-pyridyl]ethoxy]-1-methyl-pyrazolo[3,4-c]pyridazin-5-yl]-1H-pyrimidine-2,4-dione